NC1CCN(CC1)S(=O)(=O)NCCOCCOCCCC1=C2C(N(C(C2=CC=C1)=O)C1C(NC(CC1)=O)=O)=O 4-Amino-N-(2-(2-(3-(2-(2,6-dioxopiperidin-3-yl)-1,3-dioxoisoindolin-4-yl)propoxy)ethoxy)ethyl)piperidine-1-sulfonamide